FC(C(=O)O)(F)F.NCC1CN(CCO1)C(=O)C1CCN(CC1)C(=O)C1=C(C=C(C=C1)NC(=O)C=1N(C(=CN1)C1=C(C(=C(C=C1)OCC#N)F)F)C)Cl N-(4-(4-(2-(aminomethyl)morpholine-4-carbonyl)piperidine-1-carbonyl)-3-chlorophenyl)-5-(4-(cyanomethoxy)-2,3-difluorophenyl)-1-methyl-1H-imidazole-2-carboxamide 2,2,2-trifluoroacetate